(4-amino-1,3-dihydrofuro[3,4-c]quinolin-8-yl)-[(2S,5R)-2-methyl-5-[4-(trifluoromethoxy)phenyl]morpholin-4-yl]methanone NC1=NC=2C=CC(=CC2C2=C1COC2)C(=O)N2C[C@@H](OC[C@H]2C2=CC=C(C=C2)OC(F)(F)F)C